4-[(E)-2-[5,6,7,8-Tetrahydro-5,5,8,8-tetramethyl-3-(1H-pyrazol-1-ylmethyl)-2-naphthalenyl]-ethenyl]-benzoic acid CC1(C=2C=C(C(=CC2C(CC1)(C)C)/C=C/C1=CC=C(C(=O)O)C=C1)CN1N=CC=C1)C